ClC1=NC=C(C(=C1)NC1CCC(CC1)NCC(F)F)C1=NN2C(CCCC2)=C1 (1s,4s)-N1-(2-chloro-5-(4,5,6,7-tetrahydropyrazolo[1,5-a]pyridin-2-yl)pyridin-4-yl)-N4-(2,2-difluoroethyl)cyclohexane-1,4-diamine